ethyl 2-butynoate C(C#CC)(=O)OCC